P(O)(=O)(OP(=O)(O)OP(=O)(O)O)OC=1C(=O)O[C@@H](C1O)[C@@H](O)CO L-ascorbic acid 2-triphosphate